6-(4-chlorophenyl)-N-(3-ethyl-2-hydroxypentyl)-2-(3-fluorophenyl)-3-oxo-2,3-dihydropyridazine-4-carboxamide ClC1=CC=C(C=C1)C=1C=C(C(N(N1)C1=CC(=CC=C1)F)=O)C(=O)NCC(C(CC)CC)O